C1(=CC=CC=C1)[C@H]1[C@@H](CNC1)C(=O)NC1=CC(=CC=C1)OC1CCOCC1 |r| (±)-trans-4-phenyl-N-[3-(tetrahydro-2H-pyran-4-yloxy)phenyl]pyrrolidine-3-carboxamide